C(C)OC(=O)C1(CN(CCC1)C(=O)OC(C)(C)C)COCC1=CC=CC=C1 3-((benzyloxy)methyl)piperidine-1,3-dicarboxylic acid 1-(tert-butyl) 3-ethyl ester